ClC1=CC=C(C=C1)C1(CCNCC1)NS(=O)(=O)C1=CC=C(C=C1)C(F)(F)F N-(4-(4-chlorophenyl)piperidin-4-yl)-4-(trifluoromethyl)benzene-sulfonamide